C(CCCCCCC)C(CCCCCCCC)OC(CCCCCCCOC(=O)[C@H]1N(C[C@@H](C1)O)CCCCCC(OCCCCCCCCCCC)=O)=O [8-(1-octylnonoxy)-8-oxo-octyl](2S,4R)-4-hydroxy-1-(6-oxo-6-undecoxy-hexyl)pyrrolidine-2-carboxylate